2-(3-(hydroxymethyl)isoxazol-5-yl)-3-methylbutanoic acid OCC1=NOC(=C1)C(C(=O)O)C(C)C